FCCCN1C[C@H](CC1)OC1=CC=C(C=C1)C1=C(CCSC2=C1C=CC(=C2)O)C2=C1C=CNC1=CC=C2 5-[4-[(3S)-1-(3-fluoropropyl)pyrrolidin-3-yl]oxyphenyl]-4-(1H-indol-4-yl)-2,3-dihydro-1-benzothiepin-8-ol